N1(CCOCC1)CCOC(=O)C1(CCN(CC1)C(=O)OC(C)(C)C)C 4-methylpiperidine-1,4-dicarboxylic acid 1-tert-butyl 4-[2-(morpholin-4-yl) ethyl]Ester